methyl (1s,3s)-1-((((1s,4R)-4-(2-methoxypyridin-3-yl)cyclohexyl)oxy)methyl)-3-(methylsulfonamido)cyclopentane-1-carboxylate COC1=NC=CC=C1C1CCC(CC1)OC[C@]1(C[C@H](CC1)NS(=O)(=O)C)C(=O)OC